[[2-(5-tert.-Butyl-2-hydroxyphenyl)acetyl]amino]-N-(4-cyanotetrahydropyran-4-yl)pyridin C(C)(C)(C)C=1C=CC(=C(C1)CC(=O)NC1N(C=CC=C1)C1(CCOCC1)C#N)O